C(C)(C)(C)OC(=O)N1[C@H]2CC(C[C@@H]1CC2)NC=2C1=CN(N=C1C(=CC2)C(=O)OC)CC methyl 4-{[(1R,5S)-8-(tert-butoxycarbonyl)-8-azabicyclo[3.2.1]octan-3-yl]amino}-2-ethylindazole-7-carboxylate